C(#C)C1=C2C(=CC(=CC2=CC=C1F)O)C1=C(C=2N=C(N=C(C2C(=N1)OC)N1CCOCCC1)OCC12N(CCCCC1)CCC2)F 5-ethynyl-6-fluoro-4-[8-fluoro-5-methoxy-2-({octahydro-1H-pyrrolo[1,2-a]azepin-9a-yl}methoxy)-4-(1,4-oxazepan-4-yl)pyrido[4,3-d]pyrimidin-7-yl]naphthalen-2-ol